Cl.FC1(CCC(CC1)C1=C(C=C(C=N1)CN)F)F (6-(4,4-difluorocyclohexyl)-5-fluoropyridin-3-yl)methanamine hydrochloride